C(C)OC1=C(C(=O)NC2=CC(=CC=C2)C=2OC(=NN2)C=2OC=CC2)C=C(C=C1)CC 2-Ethoxy-5-ethyl-N-(3-(5-(furan-2-yl)-1,3,4-oxadiazol-2-yl)phenyl)benzamide